N1=CN=CC2=C1SC(=C2)C(=O)[O-] thieno[2,3-d]pyrimidine-6-carboxylate